FC(S(=O)(=O)OC(=C)C(C(N[C@@H](C)C1=CC=C(C=C1)C(F)(F)F)=O)(C)C)(F)F (S)-3,3-dimethyl-4-oxo-4-((1-(4-(trifluoromethyl)phenyl)ethyl)amino)but-1-en-2-yl trifluoromethanesulfonate